C(C)(C)(C)C1=C(C(=CC(=C1)C(C)(C)C)C)C(COP([O-])[O-])C1=C(C=C(C=C1C)C(C)(C)C)C(C)(C)C Bis(2,4-di-tert-butyl-6-methylphenyl)ethylphosphit